C(C)(C)C1=C(C(=CC=C1)C(C)C)N=C(C)C(C)=NC1=C(C=CC=C1C(C)C)C(C)C N2,N3-bis(2,6-diisopropylphenyl)butane-2,3-diimine